FC1(CNCC[C@@H]1N1CCN(CC1)C1=NC=CC2=C1N(C(N2N2C(CCCC2=O)=O)=O)C)F [4-[4-[(4S)-3,3-difluoro-4-piperidinyl]piperazin-1-yl]-3-methyl-2-oxo-imidazo[4,5-c]pyridin-1-yl]piperidine-2,6-dione